C(C=CC=CC=CC=CC1=C(CCCCCCCCCCC)O1)(=O)O 10,11-epoxydocosapentaenoic acid